CC1(OB(OC1)C=1C(=NN(C1)C)C#N)C 4-(4,4-dimethyl-1,3,2-dioxaborolan-2-yl)-1-methyl-pyrazole-3-carbonitrile